6-((1-acetylpiperidin-4-yl)amino)-2-(trifluoromethyl)pyrimidine-4-carboxylic acid hydrochloride Cl.C(C)(=O)N1CCC(CC1)NC1=CC(=NC(=N1)C(F)(F)F)C(=O)O